ClC1=CN=C(C(=N1)N)C#CC1=CC=CC=C1 6-chloro-3-(phenylethynyl)pyrazin-2-amine